C(C)NC(=O)N1[C@H]([C@H](CCC1)NS(=O)(=O)C)CO[C@@H]1CC[C@@H](CC1)C1=CC(=CC=C1)C(F)(F)F Cis-N-ethyl-3-((methylsulfonyl)amino)-2-(((cis-4-(3-(trifluoromethyl)phenyl)-cyclohexyl)oxy)methyl)piperidine-1-carboxamide